ClC1=C(C(=O)N2CCN(CC2)C(=O)OC(C)(C)C)C=C(C(=C1)C=1C2=C(C(N(C1)C)=O)N(N=C2)CC2=CC=C(C=C2)OC)Cl tert-butyl 4-[2,5-dichloro-4-[1-[(4-methoxyphenyl)methyl]-6-methyl-7-oxo-pyrazolo[3,4-c]pyridin-4-yl]benzoyl]piperazine-1-carboxylate